N[C@@H](C(=O)O)[C@@H](C(F)(F)F)NC1=NC=CC=C1 (2R,3S)-2-amino-4,4,4-trifluoro-3-[(pyridin-2-yl)amino]butanoic acid